NC1=NC=CC(=N1)OC1=C(C=C(C=C1)N1C(N(CC1=O)C1=CC(=CC=C1)OC(F)F)=O)CC 3-{4-[(2-amino-4-pyrimidinyl)oxy]-3-ethylphenyl}-1-[3-(difluoromethoxy)phenyl]-2,4-imidazolidinedione